4-(4-(4-(allyloxy)-2-hydroxyphenyl)-6-(4-(tert-butyl)phenyl)-1,3,5-triazin-2-yl)benzene-1,3-diol C(C=C)OC1=CC(=C(C=C1)C1=NC(=NC(=N1)C1=CC=C(C=C1)C(C)(C)C)C1=C(C=C(C=C1)O)O)O